(S)-5-((7-((3-(but-2-ynamido)benzyl)(tert-butoxycarbonyl)amino)-3-cyclopropylpyrazolo[1,5-a]pyrimidin-5-yl)amino)-2,2-dimethylpiperidine-1-carboxylate C(C#CC)(=O)NC=1C=C(CN(C2=CC(=NC=3N2N=CC3C3CC3)N[C@H]3CCC(N(C3)C(=O)[O-])(C)C)C(=O)OC(C)(C)C)C=CC1